3-[4-[(1S,4S,5R)-5-[[4-cyclopropyl-1-(2,6-dimethylphenyl)-1H-pyrazol-5-yl]methoxy]-2-azabicyclo[2.2.1]heptan-2-yl]-3-fluorophenyl]propanoic acid C1(CC1)C=1C=NN(C1CO[C@H]1[C@@H]2CN([C@H](C1)C2)C2=C(C=C(C=C2)CCC(=O)O)F)C2=C(C=CC=C2C)C